C(C)(C)(C)OC(=O)N1[C@@H](CN(CC1)CC(F)F)C.ClC1=CC=C(C=C1)C1=NC(=NC(=C1)C1=CC=C(C=C1)C=1C=NC=CC1)C1=CC=CC=C1 (4-chlorophenyl)-2-phenyl-6-(4-(pyridin-3-yl)phenyl)pyrimidine Tert-butyl-(R)-4-(2,2-difluoroethyl)-2-methylpiperazine-1-carboxylate